CN1N=CC(=C1C1=CC=2N(C=C1)N=C(C2)NC2=NC(=NC(=C2)C(NC)=O)C)OC[C@@H]2N(CC2)C(=O)OC(C)(C)C Tert-butyl (R)-2-(((1-methyl-5-(2-((2-methyl-6-(methylcarbamoyl)pyrimidin-4-yl)amino)pyrazolo[1,5-a]pyridin-5-yl)-1H-pyrazol-4-yl)oxy)methyl)azetidine-1-carboxylate